2-hydroxy-3-[(2-methoxyphenyl)carbamoyl]naphthalene OC1=CC2=CC=CC=C2C=C1C(NC1=C(C=CC=C1)OC)=O